N[C@H](C(=O)OC1=C(C=CC=C1)C(NC=1SC(=CN1)[N+](=O)[O-])=O)C(C)(C)C (S)-2-(5-nitrothiazol-2-ylcarbamoyl)phenyl 2-amino-3,3-dimethylbutanoate